BrC=1C=C2CCN(C(C2=CC1)=O)C[C@@H](CN1CC2=CC=CC=C2CC1)O 6-bromo-2-[(2R)-3-(3,4-dihydro-1H-isoquinolin-2-yl)-2-hydroxypropyl]-3,4-dihydroisoquinolin-1-one